5-(3,4-difluorophenyl)-6-isopropyl-1H-pyrrolo[2,3-f]indazole FC=1C=C(C=CC1F)N1C(=CC2=C1C=C1C=NNC1=C2)C(C)C